C1=CC=CC=2C3=CC=CC=C3C(C12)CNC(=O)O[C@H](C(C#C)=O)C (S)-1-methyl-2-oxo-3-butynyl (9H-fluoren-9-yl)methanecarbamate